N-[(4-methoxyphenyl)methyl]-2-(morpholin-4-yl)-8-(1,3-thiazol-4-yl)pyrazolo[1,5-a][1,3,5]triazin-4-amine COC1=CC=C(C=C1)CNC1=NC(=NC=2N1N=CC2C=2N=CSC2)N2CCOCC2